BrC=1C=CC(=NC1)C(=O)NC1=C(C(=CC=C1)C1=CC2=C(OCCO2)C=C1)C#N 5-bromo-N-[2-cyano-3-(2,3-dihydro-1,4-benzodioxin-6-yl)phenyl]pyridine-2-carboxamide